N1=C(C=CC=C1)C(=O)C1=CC=C(C=C1)C(F)(F)F 2-pyridyl-[4-(trifluoromethyl) phenyl] ketone